2-(6-Azaspiro[2.5]octan-6-yl)-N-(2-(4,4-difluoro-1-piperidinyl)-6-methyl-4-pyrimidinyl)-4-(S-ethylsulfonimidoyl)benzamide C1CC12CCN(CC2)C2=C(C(=O)NC1=NC(=NC(=C1)C)N1CCC(CC1)(F)F)C=CC(=C2)S(=O)(=N)CC